ClC=1C=C(C=2N(C1)C=C(N2)C(=O)N2C[C@H]([C@@]1(CC2)NCC2=CC=CC=C2C1)O)COC (6-chloro-8-(methoxymethyl)imidazo[1,2-a]pyridin-2-yl)((3R,3'R)-3'-hydroxy-1,4-dihydro-2H-spiro[isoquinoline-3,4'-piperidin]-1'-yl)methanone